N-[1-[[2-chloro-5-(1-isopropyl-6-oxo-3-pyridyl)phenyl]methyl]-2-[4-(3-methyl-1,2,4-triazol-4-yl)anilino]-2-oxo-ethyl]-2-methyl-pyrazole-3-carboxamide ClC1=C(C=C(C=C1)C1=CN(C(C=C1)=O)C(C)C)CC(C(=O)NC1=CC=C(C=C1)N1C(=NN=C1)C)NC(=O)C=1N(N=CC1)C